Cl.NC(C(=O)NC=1C=C(C=2N(C1)C(=C(N2)C)C)NCC2=C(C=CC=C2C)C)(C)C 2-amino-N-(8-((2,6-dimethylbenzyl)amino)-2,3-dimethylimidazo[1,2-a]pyridin-6-yl)-2-methylpropanamide hydrochloride